C(#N)C=1C=C(C=C(C1)F)\C(\C)=N\[S@](=O)C(C)(C)C (R,E)-N-(1-(3-cyano-5-fluorophenyl)ethylidene)-2-methylpropane-2-sulfinamide